S1C(=CC=C1)C(C=C1NCCCN1)=O 1-(thiophen-2-yl)-2-(tetrahydropyrimidin-2(1H)-ylidene)ethan-1-one